NC1=C(OC2=C(C)C(=CC=C2)OC2=C(C=CC=C2)N)C=CC=C1 2,6-bis(2-aminophenoxy)toluene